[Sr].[Ba].[La].[Sn].[Zr] zirconium tin lanthanum barium strontium